COC1=CC=C(OCC(C)C=2N=NNC2)C=C1 4-[(4-methoxyphenoxy)-1-(methyl)-ethyl]-1H-1,2,3-triazole